BrC1=CC=C2C(OCC2=C1)(CCC(C)=O)C 6-bromo-3-methyl-3-(3-oxobutyl)isobenzofuran